FC1=C(C=CC=C1)C=1N=C(N=NC1C1=C(C=NC=C1)F)NC1=CC(=NN1)C 5-(2-fluorophenyl)-6-(3-fluoropyridin-4-yl)-N-(3-methyl-1H-pyrazol-5-yl)-1,2,4-triazin-3-amine